Heptanyl-dimethyl-ammonium bisulfate S([O-])(O)(=O)=O.C(CCCCCC)[NH+](C)C